N-[(2R,3S)-2-(3-chlorophenyl)-1-[1-(1-methyl-6-oxo-3-pyridyl)indazol-5-yl]-5-oxo-pyrrolidin-3-yl]-2,2-difluoro-propanamide ClC=1C=C(C=CC1)[C@H]1N(C(C[C@@H]1NC(C(C)(F)F)=O)=O)C=1C=C2C=NN(C2=CC1)C1=CN(C(C=C1)=O)C